COCCOC=1C=C(CN(C=2OC=C(N2)COCCOCCN2CCOCC2)CC2=CC(=CC=C2)OCCOC)C=CC1 N,N-bis(3-(2-methoxyethoxy)benzyl)-4-((2-(2-morpholinoethoxy)ethoxy)methyl)oxazol-2-amine